COC=1C=C(C=NC1N1CC2(COC2)C1)N 5-methoxy-6-(2-oxa-6-azaspiro[3.3]heptan-6-yl)pyridin-3-amine